(1-Ethyl-2,3,4,5-tetramethylcyclopentadienyl)(fluorenyl)zirconium diiodide [I-].[I-].C(C)C1(C(=C(C(=C1C)C)C)C)[Zr+2]C1=CC=CC=2C3=CC=CC=C3CC12